7-(8-piperazin-1-yl-3,4,6,10b-tetrahydro-1H-pyrazino[2,1-a]isoindol-2-yl)-1,3-benzothiazole-4-carbonitrile N1(CCNCC1)C=1C=C2CN3C(C2=CC1)CN(CC3)C=3C=CC(=C1N=CSC13)C#N